2-(naphthalen-2-yl)-6,7-dihydrooxazolo[5,4-d]pyrrolo[1,2-a]pyrimidin-9(5H)-one C1=C(C=CC2=CC=CC=C12)C=1OC=2N=C3N(C(C2N1)=O)CCC3